C(CCCCCCC\C=C/C\C=C/CCCCC)(=O)OCCCCCCCCCCCCCCCCCCCCCCCCCCCCCCCCCCCCCCCO 39-hydroxynonatriacontyl linoleate